4-[(1R)-1-methyl-2-[[(R)-[(3R)-7-(1-methylpyrazol-4-yl)-1,2,3,4-tetrahydropyrido[2,3-b]pyrazin-3-yl]-phenyl-methyl]amino]ethyl]benzonitrile C[C@@H](CN[C@H](C1=CC=CC=C1)[C@H]1CNC2=C(N1)N=CC(=C2)C=2C=NN(C2)C)C2=CC=C(C#N)C=C2